C(#N)C=1C=CC2=C(OC[C@@H](C(N2C)=O)NC(=O)C2=NC=C(C(=N2)C2=CC(=C(C=C2)C)F)C)C1 (S)-N-(8-cyano-5-methyl-4-oxo-2,3,4,5-tetrahydrobenzo[b][1,4]oxazepin-3-yl)-4-(3-fluoro-4-methylphenyl)-5-methylpyrimidine-2-carboxamide